FC=1C=C(C=NC1C)N1N=C(C=C1)OC1=CC=C(N)C=C1 4-{[1-(5-fluoro-6-methylpyridin-3-yl)pyrazol-3-yl]oxy}aniline